NN1C(=NC(=C1C(=O)OCC)C1=CC=C(C=C1)C(NC1=NC=CC=C1)=O)[C@H]1N(CCCC1)C(=O)OC(C)(C)C tert-butyl (S)-2-(1-amino-5-(ethoxycarbonyl)-4-(4-(pyridin-2-ylcarbamoyl)phenyl)-1H-imidazol-2-yl)piperidine-1-carboxylate